trans-oleic acid methyl ester COC(CCCCCCC\C=C\CCCCCCCC)=O